C(C)(=O)OCCN(CCOC(C)=O)CCC(=O)OCCOC N,N-bis(2-acetoxyethyl)2-(2-methoxyethoxycarbonyl)ethylamine